COC(C1=CC(=CC(=C1)N1CCOCC1)N(CC1=NC=C(C(=C1C)OC)C)C(=O)OC(C)(C)C)=O 3-((tert-Butoxycarbonyl)((4-methoxy-3,5-dimethylpyridin-2-yl)methyl)amino)-5-morpholino-benzoic acid methyl ester